O=C([C@H](O)[C@@H](O)[C@@H](O)[C@H](O)C(=O)O)O.C(O)CN.C(O)CN.C(O)CN tri-ethanolamine galactarate